(2S,4S)-6-chloro-4-hydroxy-N-[(3R,6S)-6-(5-[cis-3-(trifluoromethoxy)cyclobutyl]-1,3,4-oxadiazol-2-yl)oxan-3-yl]-3,4-dihydro-2H-1-benzopyran-2-carboxamide ClC=1C=CC2=C([C@H](C[C@H](O2)C(=O)N[C@H]2CO[C@@H](CC2)C=2OC(=NN2)[C@@H]2C[C@@H](C2)OC(F)(F)F)O)C1